5-(1,1-dideuterio-2,2-difluoro-ethoxy)-4,6-dimethoxy-pyrimidin-2-amine [2H]C(C(F)F)(OC=1C(=NC(=NC1OC)N)OC)[2H]